ClC=1C(=CC2=C(C[C@](O2)(C2=CC=CC=C2)CN(C(OC(C)(C)C)=O)C)C1B1OC(C(O1)(C)C)(C)C)F tert-Butyl (S)-((5-chloro-6-fluoro-2-phenyl-4-(4,4,5,5-tetramethyl-1,3,2-dioxaborolan-2-yl)-2,3-dihydrobenzofuran-2-yl)methyl)(methyl)carbamate